6-bromo-7-cyclopropyl-2-methylimidazo[1,2-a]pyridine BrC=1C(=CC=2N(C1)C=C(N2)C)C2CC2